C1=C(C(=O)OC1=O)CC(=O)O cis-aconitic acid anhydride